ClC1=CNC2=C(C=CC(=C12)Cl)NS(=O)(=O)C1=CC=C(C=C1)C=1C=NN(C1)C N-(3,4-dichloro-1H-indol-7-yl)-4-(1-methyl-1H-pyrazol-4-yl)benzenesulfonamide